C(C)(C)(CC(C)(C)C)[13C]1=[13CH][13CH]=[13C]([13CH]=[13CH]1)O 4-tert-octylphenol-13C6